ClC=1C(=CC=C2C(C(NC12)=O)=O)F 7-chloro-6-fluoroindoline-2,3-dione